N-ethyl-5',6'-dihydrospiro[pyrrolidine-3,4'-pyrrolo[1,2-b]pyrazole]-1-carboxamide C(C)NC(=O)N1CC2(CCN3N=CC=C32)CC1